C1(CCCC1)N1C(N(CC1)C1CC2CN(C1C2)C=2N=NC(=C(N2)NC2=CC=C(C=C2)C2CCNCC2)C(=O)N)=O 3-(6-(3-cyclopentyl-2-oxoimidazolin-1-yl)-2-azabicyclo[2.2.1]heptan-2-yl)-5-((4-(piperidin-4-yl)phenyl)amino)-1,2,4-triazin-6-carboxamide